CC(C(=O)N[C@@H](CC(=O)O)C1=CC=CC=C1)(CC)C (S)-3-(2,2-dimethylbutyrylamino)-3-phenylpropionic acid